FC1=CC2=C(N(C(N=C2N2[C@H](CN(CC2)C(=O)OC(C)(C)C)C)=O)C=2C(=NC=CC2OCCCO)C(C)C)N=C1C1=C(C=CC=C1O)F Tert-Butyl (3S)-4-(6-Fluoro-7-(2-Fluoro-6-Hydroxyphenyl)-1-(4-(3-Hydroxypropoxy)-2-Isopropylpyridin-3-Yl)-2-Oxo-1,2-Dihydropyrido[2,3-d]Pyrimidin-4-Yl)-3-Methylpiperazine-1-Carboxylate